ethyl-2-nonenoate C(C)OC(C=CCCCCCC)=O